(2S,4R)-N-[(S) or (R)-(4-cyclopropyl-3-fluoro-5-methylphenyl)(phenyl)methyl]-4-fluoro-1-[2-(5-methyl-2H-1,2,3,4-tetrazol-2-yl)acetyl]pyrrolidine-2-carboxamide C1(CC1)C1=C(C=C(C=C1C)[C@@H](NC(=O)[C@H]1N(C[C@@H](C1)F)C(CN1N=C(N=N1)C)=O)C1=CC=CC=C1)F |o1:10|